C[C@H]1[C@H]([C@H]([C@@H]([C@H](O1)OC2=C(OC3=CC(=CC(=C3C2=O)O)O)C4=CC(=C(C=C4)O)O)O)O)O The molecule is a quercetin O-glycoside that is quercetin attached to a beta-L-fucopyranosyl moiety at position 3 via a glycosidic linkage. It has a role as a metabolite. It is a beta-L-fucoside, a monosaccharide derivative, a tetrahydroxyflavone and a quercetin O-glycoside. It derives from a beta-L-fucose.